ClC1=C(C(=CC(=C1)F)F)NC=1N(C2=NC(=NC=C2N1)N[C@H]1C[C@H](C(CC1)(C)C)O)C1CCC(CC1)C(=O)N (1S,4s)-4-(8-(2-chloro-4,6-difluorophenylamino)-2-((1R,3R)-3-hydroxy-4,4-dimethylcyclohexylamino)-9H-purin-9-yl)cyclohexanecarboxamide